ClC=1C=C2C(=CC(OC2=CC1OCC(=O)NC1CS(C=C1)(=O)=O)=O)C1=CC=CC=C1 2-(6-chloro-2-oxo-4-phenyl-chromen-7-yl)oxy-N-(1,1-dioxo-2,3-dihydrothiophen-3-yl)acetamide